1-{4-[(4-benzoylphenyl)thio]phenyl}-2-hydroxy-2-methylpropan-1-one C(C1=CC=CC=C1)(=O)C1=CC=C(C=C1)SC1=CC=C(C=C1)C(C(C)(C)O)=O